methyl 11-oxo-5-(2-(2,2,2-trifluoroacetoxy) ethyl)-10,11-dihydro-5H-dibenzo[b,e][1,4]diazepine-8-carboxylate O=C1C2=C(N(C3=C(N1)C=C(C=C3)C(=O)OC)CCOC(C(F)(F)F)=O)C=CC=C2